N-(4-{[6-(5-Chloro-2-Fluorophenyl)-3-(Hydroxymethyl)Pyridazin-4-yl]Amino}Pyridin-2-yl)-3-(4-Methylpiperazin-1-yl)Propanamid ClC=1C=CC(=C(C1)C1=CC(=C(N=N1)CO)NC1=CC(=NC=C1)NC(CCN1CCN(CC1)C)=O)F